FC1=C(C(=CC=C1F)F)C[C@]1([C@H](OC([C@H]([C@@H]1O)O)OC1=CC=C(C=C1)OC)CCP(O)=O)O 3-(2,3,6-trifluorophenyl)methyl-[2-[(2R,3S,4S,5S)-3,4,5-trihydroxy-6-(4-methoxyphenoxy)tetrahydropyran-2-yl]ethyl]phosphinic acid